chlorobenzoyloxy-4-pyrone ClC1=C(OC=CC1=O)OC(C1=CC=CC=C1)=O